CC1=CC(=C(C=C1C)N=C=O)[N+](=O)[O-] 4,5-Dimethyl-2-nitrophenylisocyanat